N-(trimethylsilyl)-2-(trimethylsilyl)-4-pyrimidinamine C[Si](NC1=NC(=NC=C1)[Si](C)(C)C)(C)C